3-(4-amino-5-(trifluoromethyl)pyrrolo[2,1-f][1,2,4]triazin-7-yl)-6-(4-fluoro-1-(4-fluorobenzoyl)pyrrolidin-3-yl)-7,8-dihydro-1,6-naphthyridin-5(6H)-one NC1=NC=NN2C1=C(C=C2C=2C=NC=1CCN(C(C1C2)=O)C2CN(CC2F)C(C2=CC=C(C=C2)F)=O)C(F)(F)F